2,4,6-trifluoro-N-(isoxazol-3-yl)benzenesulfonamide FC1=C(C(=CC(=C1)F)F)S(=O)(=O)NC1=NOC=C1